N-((5-chloro-6-((3-methylisoxazol-5-yl)methoxy)-1H-indol-2-yl)methyl)-2-oxopropanamide ClC=1C=C2C=C(NC2=CC1OCC1=CC(=NO1)C)CNC(C(C)=O)=O